Tetra-sulfonickel S(=O)(=O)(O)[Ni](S(=O)(=O)O)(S(=O)(=O)O)S(=O)(=O)O